ClC=1C=C(C=C2C=C(N=CC12)N)C=1C(=NN(C1C)C1OCCCC1)COCC 8-chloro-6-(3-(ethoxymethyl)-5-methyl-1-(tetrahydro-2H-pyran-2-yl)-1H-pyrazol-4-yl)isoquinolin-3-amine